(S)-2-((4-(6-hydroxypyridin-2-yl)piperidin-1-yl)methyl)-1-(oxetan-2-ylmethyl)-1H-benzo[d]imidazole-6-carboxylic acid methyl ester COC(=O)C=1C=CC2=C(N(C(=N2)CN2CCC(CC2)C2=NC(=CC=C2)O)C[C@H]2OCC2)C1